1-((1S,2S)-2-(cyclopropoxymethyl)-1-(5-carbonyl-4,5-dihydro-1,2,4-oxadiazol-3-yl)cyclopropyl)-5-((S)-2,2-dimethyltetrahydro-2H-pyran-4-yl)-1H-indole-2-carboxylic acid C1(CC1)OC[C@@H]1[C@@](C1)(C1=NOC(N1)=C=O)N1C(=CC2=CC(=CC=C12)[C@@H]1CC(OCC1)(C)C)C(=O)O